C(CCCCCC)NC([C@H](CNC(=O)C1=CC=C(C(=O)N2C[C@H]([C@@H](C2)C(=O)N[C@@H]2[C@H](C2)C2=CC=CC=C2)C(=O)N[C@@H]2[C@H](C2)C2=CC=CC=C2)C=C1)NC(CCCCCCC)=O)=O (3S,4S)-1-(4-(((S)-3-(heptylamino)-2-octanamido-3-oxopropyl)carbamoyl)benzoyl)-N3,N4-bis((1S,2R)-2-phenylcyclopropyl)pyrrolidine-3,4-dicarboxamide